5-[2,3-difluoro-4-[3-methyl-1-(1H-triazol-4-ylmethyl)pyrazol-4-yl]phenyl]-1-methyl-imidazole-2-carboxamide FC1=C(C=CC(=C1F)C=1C(=NN(C1)CC=1N=NNC1)C)C1=CN=C(N1C)C(=O)N